tetrahydro-2H-pyran-4-yl ((1R,3S)-3-((5-chloro-4-(7-fluoro-3-isopropyl-2-methyl-2H-indazol-5-yl)pyridin-2-yl)carbamoyl)cyclohexyl)carbamate ClC=1C(=CC(=NC1)NC(=O)[C@@H]1C[C@@H](CCC1)NC(OC1CCOCC1)=O)C1=CC2=C(N(N=C2C(=C1)F)C)C(C)C